3-((4-(5-chloro-2-(3,3-difluoroazetidine-1-carbonyl)-3-methylphenyl)pyrrolo[2,1-f][1,2,4]triazin-6-yl)methyl)-6,6-dimethyl-3-azabicyclo[3.1.0]hexane-2,4-dione hydrochloride Cl.ClC=1C=C(C(=C(C1)C1=NC=NN2C1=CC(=C2)CN2C(C1C(C1C2=O)(C)C)=O)C(=O)N2CC(C2)(F)F)C